Cl.C1OC=2C=C(CC(N)C)C=CC2O1 3,4-methylenedioxyamphetamine hydrochloride salt